(S)-benzyl 3-((1-(N-(5-chloro-4-(cyclopentylmethoxy)-2-fluorobenzoyl)sulfamoyl)azetidin-3-yl)oxy)piperidine-1-carboxylate ClC=1C(=CC(=C(C(=O)NS(=O)(=O)N2CC(C2)O[C@@H]2CN(CCC2)C(=O)OCC2=CC=CC=C2)C1)F)OCC1CCCC1